CC[C@@H](NC1CCCCC1)C(=O)O (2R,3S)-β-methylcyclohexylalanine